2,3-propyleneoxide CC1CO1